ethyl 3-(2-(azidomethyl)-5-cyclopropylpyrazolo[1,5-a]pyridin-7-yl)-2,2-dimethylpropanoate N(=[N+]=[N-])CC1=NN2C(C=C(C=C2CC(C(=O)OCC)(C)C)C2CC2)=C1